FC(C(=O)[O-])(F)F.C[NH+](CC(COC(CCCCCCC\C=C/CCCCCCCC)=O)OC(CCCCCCC\C=C/CCCCCCCC)=O)C dimethyl-2,3-dioleoyloxypropylammonium trifluoroacetate